C(=CC)N1C[C@@H](CCC1)N1N=C(C=2C1=NC=NC2N)C2=CC=C(C1=C2OCO1)NC(CC1=CC=CC=C1)=O (R)-N-(7-(1-(1-propenylpiperidin-3-yl)-4-amino-1H-pyrazolo[3,4-d]pyrimidin-3-yl)benzo[d][1,3]dioxol-4-yl)-2-phenylacetamide